6-chloro-N-[5-(2,2-difluoroethyl)-4,6-dimethoxy-pyrimidin-2-yl]-7-(3-methyl-2-pyridinyl)-1H-indole-3-sulfonamide ClC1=CC=C2C(=CNC2=C1C1=NC=CC=C1C)S(=O)(=O)NC1=NC(=C(C(=N1)OC)CC(F)F)OC